C(C1=CC=CC=C1)N1C2C3C(OC4=C5C(N3CC1CC2)=NC(=NC5=C(C(=N4)Cl)F)SC)C(F)F 14-Benzyl-2-chloro-5-(difluoromethyl)-1-fluoro-12-(methylthio)-5a,6,7,8,9,10-hexahydro-5H-4-oxa-3,10a,11,13,14-pentaaza-6,9-methanonaphtho[1,8-ab]heptalene